2-[2-(dimethylamino)ethyl]-4-methyl-1H,2H,3H-pyrrolo[3,4-c]quinoline-1,3-dione CN(CCN1C(C=2C(=NC=3C=CC=CC3C2C1=O)C)=O)C